2-(1-(1-(2-((1r,4r)-4-aminocyclohexyl)ethyl)piperidin-4-yl)-2-oxo-1,2-dihydro-3H-imidazo[4,5-c]pyridin-3-yl)-5-fluoro-N-isopropyl-N-methylbenzamide NC1CCC(CC1)CCN1CCC(CC1)N1C(N(C=2C=NC=CC21)C2=C(C(=O)N(C)C(C)C)C=C(C=C2)F)=O